methyl 5-bromo-3-(bromomethyl)-6-chloropyridine-2-carboxylate BrC=1C=C(C(=NC1Cl)C(=O)OC)CBr